FC=1C=CC(=NC1)CN1N=C2N([C@@H](CCC2)C(=O)O)C1=O (5S)-2-[(5-Fluoropyridin-2-yl)methyl]-3-oxo-2,3,5,6,7,8-hexahydro[1,2,4]triazolo[4,3-a]pyridine-5-carboxylic acid